2-(tert-butyl) 3-methyl (R)-7-(benzyloxy)-3,4-dihydroisoquinoline-2,3(1H)-dicarboxylate C(C1=CC=CC=C1)OC1=CC=C2C[C@@H](N(CC2=C1)C(=O)OC(C)(C)C)C(=O)OC